2-[1-(4,4-dimethyl-1-cyclopenten-1-yl) ethoxy]-2-methylpropyl methoxyacetate COCC(=O)OCC(C)(C)OC(C)C1=CCC(C1)(C)C